Cl.N1C=CC2=CC=CC(=C12)C(=O)N 1H-indole-7-carboxamide hydrochloride